C(C)OC(=O)C1=CN=C(N1C(C)C1=CC=C(C=C1)O)F Ethyl-fluoro-1-[1-(4-hydroxyphenyl) ethyl]-1H-imidazole-5-carboxylate